6-[[4-(diethoxyphosphorylmethoxy)-2,6-dimethyl-phenyl]methyl]-3,4-dihydro-1H-quinolin-2-one C(C)OP(=O)(OCC)COC1=CC(=C(C(=C1)C)CC=1C=C2CCC(NC2=CC1)=O)C